((3S,9aS)-3-(3-chloro-4-fluorophenyl)hexahydropyrazino[2,1-c][1,4]oxazin-8(1H)-yl)(2-chloro-6-fluoro-3-methoxyphenyl)methanone ClC=1C=C(C=CC1F)[C@H]1CN2[C@H](CO1)CN(CC2)C(=O)C2=C(C(=CC=C2F)OC)Cl